n-octanone CC(CCCCCC)=O